6,9-dihydro-1H-pyrazolo[3,4-f]quinoline-8-nitrile N1N=CC=2C1=C1CC(=CNC1=CC2)C#N